N-(2-Dimethylaminoethyl)-1,2-bis(aminomethyl)benzol CN(CCNCC1=C(C=CC=C1)CN)C